ClC=1C=C(C(=O)NC2=CC=C(C=C2)[C@H]2CN[C@H](CO2)C)C=CC1 3-Chloro-N-[4-((2S,5S)-5-methyl-morpholin-2-yl)-phenyl]-benzamid